4,8-dimethyl-4,5-dihydro-1H-furo[2,3-g]indazole-7-carboxylate CC1C=2C=NNC2C2=C(C1)OC(=C2C)C(=O)[O-]